C(C)(=O)N(C=1SC(=C(N1)C(=O)N[C@H]1CCC12CCCC2)C)C2=CC(=NC(=C2)F)F 2-[acetyl-(2,6-difluoro-4-pyridyl)amino]-5-methyl-N-[(3S)-spiro[3.4]octan-3-yl]-thiazole-4-carboxamide